ClC1=NC=NC=C1Br 4-chloro-5-bromopyrimidine